C(C=C)(=O)OCC(COC(C=C)=O)(COCC(COC(C=C)=O)(COC(C=C)=O)COC(C=C)=O)COC(C=C)=O (dipentaerythritol) hexaacrylate